(cyclobutyl)piperidine-4-carboxylic acid ethyl ester C(C)OC(=O)C1CCN(CC1)C1CCC1